(R)-ethyl 2-(2-((6-(1-aminoisoquinolin-7-yl)-2,3-dihydro-1H-inden-1-yl)oxy)-4-methoxyphenyl)acetate NC1=NC=CC2=CC=C(C=C12)C1=CC=C2CC[C@H](C2=C1)OC1=C(C=CC(=C1)OC)CC(=O)OCC